FC(OC1=C(C=CC(=C1)F)C1CCN(CC1)[C@H]1CC2(CN(C2)C(=O)C2COC2)CC1)F (R)-(6-(4-(2-(difluoromethoxy)-4-fluorophenyl)piperidin-1-yl)-2-azaspiro[3.4]octan-2-yl)(oxetan-3-yl)methanone